O=C1C=C(N=C2N1CCC2)OS(=O)(=O)C (S)-4-oxo-2-methylsulfonyloxy-4,6,7,8-tetrahydropyrrolo[1,2-a]pyrimidine